1-(styrylsulfonyl)piperidine-4-carboxylic acid C(=CC1=CC=CC=C1)S(=O)(=O)N1CCC(CC1)C(=O)O